C(C1=CC=CC=C1)N1N=NC(=C1)C(=O)O 1-benzyl-1H-1,2,3-triazole-4-carboxylic acid